(S)-3-(3'-chlorobiphenyl-3-yl)-3-(3-(4-hydroxy-1-methyl-2-oxo-1,2-dihydropyridin-3-yl)ureido)propanoic acid ClC=1C=C(C=CC1)C1=CC(=CC=C1)[C@H](CC(=O)O)NC(=O)NC=1C(N(C=CC1O)C)=O